benzyl (S)-4-cyclopropylidene-2-(4-(methoxycarbonyl)phenyl)piperidine-1-carboxylate C1(CC1)=C1C[C@H](N(CC1)C(=O)OCC1=CC=CC=C1)C1=CC=C(C=C1)C(=O)OC